3-[[(1R,2S,4aS,8aS)-1,2,4a-Trimethyl-5-methyliden-3,4,6,7,8,8a-hexahydro-2H-naphthalen-1-yl]methyl]-2-hydroxy-5-methoxycyclohexa-2,5-dien-1,4-dion C[C@]1([C@H](CC[C@@]2(C(CCC[C@@H]12)=C)C)C)CC1=C(C(C=C(C1=O)OC)=O)O